N-[1-(cyclobutylmethyl)-1H-pyrazol-4-yl]-2,3'-bipyridine-6-carboxamide C1(CCC1)CN1N=CC(=C1)NC(=O)C1=CC=CC(=N1)C=1C=NC=CC1